C(CCC)[Al](CCCC)CCCC tri-n-butyl-aluminum